C(C(C)C)N1C(=CC2=CC=CC=C12)C1=NC2=C(N1C)C=CC(=C2)C(=O)N2C[C@@H](CCC2)NC(OC(C)(C)C)=O (R)-tert-butyl (1-(2-(1-isobutyl-1H-indol-2-yl)-1-methyl-1H-benzo[d]imidazole-5-carbonyl)piperidin-3-yl)carbamate